gallium erbium oxide [O-2].[Er+3].[Ga+3].[O-2].[O-2]